platinum (II) {bis[(trifluoromethylpyrazolyl)pyridinyl]fluorene} FC(F)(F)C=1C(=NNC1)C=1C(=NC=CC1)C1=C(C=2CC3=CC=CC=C3C2C=C1)C1=NC=CC=C1C1=NNC=C1C(F)(F)F.[Pt+2]